(3R,4R)-8-(8-((2,3-dichlorophenyl)thio)-[1,2,4]triazolo[1,5-c]pyrimidin-5-yl)-3-methyl-2-oxa-8-azaspiro[4.5]decan-4-amine ClC1=C(C=CC=C1Cl)SC=1C=2N(C(=NC1)N1CCC3([C@H]([C@H](OC3)C)N)CC1)N=CN2